F[P-](F)(F)(F)(F)F.N1(N=NC2=C1C=CC=C2)O[P+](N2CCCC2)(N2CCCC2)N2CCCC2 1H-benzotriazol-1-yloxytris[pyrrolidin-1-yl]phosphonium hexafluorophosphate